NC1=C2N=C(N(C2=NC(=N1)OCC)CC1=C(C=C(C=C1)CNCCN1CCOCC1)OC)O 6-amino-2-ethoxy-9-(2-methoxy-4-(((2-morpholinoethyl)amino)methyl)benzyl)-9H-purin-8-ol